1-bromo-4-(3-chloro-3,3-difluoroprop-1-en-2-yl)benzene BrC1=CC=C(C=C1)C(=C)C(F)(F)Cl